methyl 4-(hept-1-en-4-yloxy)-2-hydroxy-3,6-dimethylbenzoate C=CCC(CCC)OC1=C(C(=C(C(=O)OC)C(=C1)C)O)C